5-bromo-2-(2-methoxyethoxy)pyrimidine BrC=1C=NC(=NC1)OCCOC